FC=1C=C(C=CC1O)C(CN1C[C@@H]2[C@H](C1)CC(C2)S(=O)(=O)C2=CC=CC=C2)=O 1-(3-fluoro-4-hydroxyphenyl)-2-((3aR,5s,6aS)-5-(phenylsulfonyl)hexahydrocyclopenta[c]pyrrol-2(1H)-yl)ethanone